[2,4-bis(trifluoromethyl)phenyl]acetic acid FC(C1=C(C=CC(=C1)C(F)(F)F)CC(=O)O)(F)F